NC(C(CO[Si](C)(C)C(C)(C)C)(C)NC(=O)C1=C(OC2=C1C=C(C=C2)OC2CCCC2)C)=O N-(1-amino-3-((tert-butyldimethylsilyl)oxy)-2-methyl-1-oxopropan-2-yl)-5-(cyclopentyloxy)-2-methylbenzofuran-3-carboxamide